C1(CCCC1)[C@@H](C(=O)N([C@@H](CC(=O)O)C(=O)N(C)C)CC)N(C)C(=O)OCC1C2=CC=CC=C2C=2C=CC=CC12 (3S)-3-[[(2S)-2-cyclopentyl-2-[9H-fluoren-9-ylmethoxycarbonyl(methyl)amino]acetyl]-ethyl-amino]-4-(dimethylamino)-4-oxo-butanoic acid